N-(4-(4-amino-7-methyl-5-(4-(pyrrolidine-1-carbonyl)phenyl)-7H-pyrrolo[2,3-d]pyrimidin-6-yl)-3-methylphenyl)acrylamide NC=1C2=C(N=CN1)N(C(=C2C2=CC=C(C=C2)C(=O)N2CCCC2)C2=C(C=C(C=C2)NC(C=C)=O)C)C